3-[6-(cyclopropylamino)-2-fluoropyridin-3-yl]-1-(4,4-difluorocyclohexyl)-N-[(3S)-9-fluoro-2-oxo-5-phenyl-1,3-dihydro-1,4-benzodiazepine-3-yl]Pyrazole-4-carboxamide C1(CC1)NC1=CC=C(C(=N1)F)C1=NN(C=C1C(=O)N[C@@H]1C(NC2=C(C(=N1)C1=CC=CC=C1)C=CC=C2F)=O)C2CCC(CC2)(F)F